benzyl-3-(((S)-2-((S)-2-amino-3-methylbutanamido)propanamido)methoxy)propanoate C(C1=CC=CC=C1)OC(CCOCNC([C@H](C)NC([C@H](C(C)C)N)=O)=O)=O